4-((1s,4s)-7-azabicyclo[2.2.1]Heptane-7-yl)aniline C12CCC(CC1)N2C2=CC=C(N)C=C2